C1OCC12CN(CC2)CC2=CC=C(C=C2)C2=CC=C(C=C2)CC2=CC=C(C=C2)N2N=C(N=C2C)C(=O)N 1-(4-((4'-((2-oxa-6-azaspiro[3.4]oct-6-yl)methyl)-[1,1'-biphenyl]-4-yl)methyl)phenyl)-5-methyl-1H-1,2,4-triazole-3-carboxamide